C12(CC3CC(CC(C1)C3)C2)C=2C=C(C(=O)NC(C3CCCC=C3)=O)C=CC2OC 3-adamantan-1-yl-N-(2,4-dihydrobenzoyl)-4-methoxy-benzoic acid amide